1-pentadecanoyl-2-(9Z-hexadecenoyl)-glycero-3-phospho-(1'-sn-glycerol) CCCCCCCCCCCCCCC(=O)OC[C@H](COP(=O)(O)OC[C@H](CO)O)OC(=O)CCCCCCC/C=C\CCCCCC